2-Acetyl-9,10-dihydro-phenanthren C(C)(=O)C1=CC=2CCC3=CC=CC=C3C2C=C1